C(C)(C)OC(=O)C=1C=NC=2N(C1)C=CN2 imidazo[1,2-a]pyrimidine-6-carboxylic acid isopropyl ester